6-chloro-N,N-bis(2,4-dimethoxybenzyl)-2-methyl-pyrimidin-4-amine ClC1=CC(=NC(=N1)C)N(CC1=C(C=C(C=C1)OC)OC)CC1=C(C=C(C=C1)OC)OC